C1(=CC=CC=C1)C1=C(C(=CC(=C1C1=CC=CC=C1)C1=CC=CC=C1)C1=CC(=CC=C1)C=1C2=CC=CC=C2C=C2C=CC=CC12)C1=CC=CC=C1 9-(3',4',5'-triphenyl-[1,1':2',1''-terphenyl]-3-yl)anthracene